C1(CC1)N1N=C2N(C(N(CC2=C1)C1CCN(CC1)C=1C(=NC=CC1C)OC)=O)CC1=C(C=CC=C1)C(F)(F)F 2-cyclopropyl-5-(2'-methoxy-4'-methyl-3,4,5,6-tetrahydro-2H-[1,3']bipyridinyl-4-yl)-7-(2-trifluoromethyl-benzyl)-2,4,5,7-tetrahydro-pyrazolo[3,4-d]pyrimidin-6-one